FC=1C=CC(=NC1)C(C)(C)N1C[C@](CC1)([C@H](C(F)(F)F)O)CCC1=CC=C(C#N)C=C1 |o1:15| 4-(2-((S)-1-(2-(5-fluoropyridin-2-yl)propan-2-yl)-3-((R or S)-2,2,2-trifluoro-1-hydroxyethyl)pyrrolidin-3-yl)ethyl)benzonitrile